1-(6-(4-(Benzo[d]isothiazol-6-ylamino)pyrido[3,2-d]pyrimidin-6-yl)-1,6-diazaspiro[3.3]heptan-1-yl)prop-2-en-1-one S1N=CC2=C1C=C(C=C2)NC=2C1=C(N=CN2)C=CC(=N1)N1CC2(CCN2C(C=C)=O)C1